BrCC1=CC=C(C=C1)S(=O)(=O)C(F)(F)F 1-(bromomethyl)-4-(trifluoromethylsulfonyl)benzene